C[N-]C Dimethyl-Amide